propyloctadecyl phosphate P(=O)(OC(CCCCCCCCCCCCCCCCC)CCC)([O-])[O-]